C(C)(CC)C=1C=C2C=CC=NC2=CC1 6-SEC-BUTYLQUINOLINE